FC1=C(C(=O)C2=NNC3=NC=C(C=C32)C3=CC=C(C=C3)S(=O)(=O)NC(C)=O)C(=CC=C1NS(=O)(=O)CCC)F N-((4-(3-(2,6-Difluoro-3-(propylsulfonamido)benzoyl)-1H-pyrazolo[3,4-b]pyridin-5-yl)phenyl)sulfonyl)acetamid